tert-butyl 4-(4-(4-(1-(tert-butoxycarbonyl)-1,2,3,6-tetrahydropyridin-4-yl)-2-methylbenzamido)-2-fluorophenyl)piperazine-1-carboxylate bistrifluoroacetic acid salt FC(C(=O)O)(F)F.FC(C(=O)O)(F)F.C(C)(C)(C)OC(=O)N1CCC(=CC1)C1=CC(=C(C(=O)NC2=CC(=C(C=C2)N2CCN(CC2)C(=O)OC(C)(C)C)F)C=C1)C